ClC=1C(=NC(=NC1)N1CCC(CC1)O[C@@H]1CN(CC1)CCO)N[C@H](C)C1=C(C=C(C=C1)Cl)Cl 2-((S)-3-((1-(5-chloro-4-(((R)-1-(2,4-dichlorophenyl)ethyl)amino)pyrimidin-2-yl)piperidin-4-yl)oxy)pyrrolidin-1-yl)ethan-1-ol